BrC1=CC2=C(C(OC2)=O)C=C1CO 5-bromo-6-(hydroxymethyl)-1,3-dihydro-2-benzofuran-1-one